tert-butylamid C(C)(C)(C)[NH-]